1-(2-chloroethoxy)-2-(2-methoxyethoxy)ethane ClCCOCCOCCOC